N-(3-{methyl[7-(4-methylbenzene-1-sulfonyl)-7H-pyrrolo[2,3-d]pyrimidin-4-yl]amino}cyclobutyl)-2-oxopropane-1-sulfonamide CN(C1CC(C1)NS(=O)(=O)CC(C)=O)C=1C2=C(N=CN1)N(C=C2)S(=O)(=O)C2=CC=C(C=C2)C